N-(1-(7-Methoxyquinolin-5-yl)cyclopropyl)-2-methyl-5-((1-methylpyrrolidin-2-yl)methoxy)benzamide COC1=CC(=C2C=CC=NC2=C1)C1(CC1)NC(C1=C(C=CC(=C1)OCC1N(CCC1)C)C)=O